4-(1-(2-Chloro-3-((methylamino)methyl)phenyl)-1H-imidazol-4-yl)-N-(1-(methylsulfonyl)piperidin-4-yl)-5-(trifluoromethyl)pyrimidin-2-amine ClC1=C(C=CC=C1CNC)N1C=NC(=C1)C1=NC(=NC=C1C(F)(F)F)NC1CCN(CC1)S(=O)(=O)C